N-(2-Chloro-1-methyl-ethyl)-2-nitro-N-prop-2-ynyl-benzenesulfonamide ClCC(C)N(S(=O)(=O)C1=C(C=CC=C1)[N+](=O)[O-])CC#C